ClC1=NC=C(N=C1)C=1C=NC(=CC1)OC(C(F)F)C 2-chloro-5-[6-(2,2-difluoro-1-methyl-ethoxy)-3-pyridyl]pyrazine